CC1(CN(C=2C1=NC=CC2)C(=O)NCC2CCNCC2)C 3,3-dimethyl-N-(piperidin-4-ylmethyl)-2,3-dihydro-1H-pyrrolo[3,2-b]pyridine-1-carboxamide